O=S1(CCN(CC1)CC12CN(C(C1)C2)C(=O)OC(C)(C)C)=O tert-Butyl 4-[(1,1-Dioxo-1,4-thiazinan-4-yl)methyl]-2-azabicyclo[2.1.1]hexane-2-carboxylate